NC1=NC=NN2C1=C(N=C2C2CCC(CC2)=O)C2=C(C=C(C=C2)OC2=CC=CC=C2)F 4-(4-Amino-5-(2-fluoro-4-phenoxyphenyl)imidazo[5,1-f][1,2,4]triazin-7-yl)cyclohexanone